4-[[3-(3-fluoro-4-methoxyphenyl)imidazo[1,2-a]pyrazin-8-yl]amino]-2-methyl-N-(piperidin-3-ylmethyl)benzamide FC=1C=C(C=CC1OC)C1=CN=C2N1C=CN=C2NC2=CC(=C(C(=O)NCC1CNCCC1)C=C2)C